ClC1=C2C(=NC=C1)C1(OCC2)COCC1 4'-Chloro-4,5,5',6'-Tetrahydro-2H-Spiro[Furan-3,8'-Pyrano[3,4-b]Pyridine]